N-((1-methylpiperidin-4-yl)methyl)-5-(quinolin-6-yl)-7H-pyrrolo[2,3-d]pyrimidin-2-amine CN1CCC(CC1)CNC=1N=CC2=C(N1)NC=C2C=2C=C1C=CC=NC1=CC2